2-ethyl-9-[2-carboxy(3,6-methano-4-methyl-4-cyclohexenyl)]carbonyloxy-anthracene rhodium [Rh].C(C)C1=CC2=C(C3=CC=CC=C3C=C2C=C1)OC(=O)C1C(C2C(=CC1C2)C)C(=O)O